C1=C(C=CC2=CC=CC=C12)C(=O)N1[C@@H](C[C@H](C1)N)C=1SC=C(N1)C(=O)N[C@H](C(=O)NC)CCCCNC(=N)N 2-((2S,4R)-1-(2-naphthoyl)-4-aminopyrrolidin-2-yl)-N-((S)-6-guanidino-1-(methylamino)-1-oxohexan-2-yl)thiazole-4-carboxamide